N-[6-cyano-5-[4-(trifluoromethyl)anilino]pyrazin-2-yl]acetamide C(#N)C1=C(N=CC(=N1)NC(C)=O)NC1=CC=C(C=C1)C(F)(F)F